2-methylamino-4-(4-fluoroanilino)-6-chloro-1,3,5-triazine CNC1=NC(=NC(=N1)NC1=CC=C(C=C1)F)Cl